CN1C(=NC=C1C)S(=O)(=O)C1=CC=C(C=C1)CNC(=O)C=1C=CC=2N(C1)C=CN2 N-{[4-(1,5-dimethyl-1H-imidazole-2-sulfonyl)phenyl]methyl}imidazo[1,2-a]pyridine-6-carboxamide